(R and S)-2-(3-(2-(((R)-((R)-8-cyano-1,2,3,4-tetrahydroquinoxalin-2-yl)(2-fluorophenyl)methyl)amino)ethyl)phenyl)propanoic acid C(#N)C=1C=CC=C2NC[C@@H](NC12)[C@@H](C1=C(C=CC=C1)F)NCCC=1C=C(C=CC1)[C@H](C(=O)O)C |&1:29|